ClC1=C(C(=NN1CC)C1CC1)C=O 5-CHLORO-3-CYCLOPROPYL-1-ETHYL-1H-PYRAZOLE-4-CARBALDEHYDE